ClC=1C(=NC=NC1)C(=O)O 5-chloropyrimidine-4-carboxylic acid